tert-butyl 3-[3-[3-[[tert-butyl(dimethyl)silyl]oxymethyl]oxetan-3-yl]-6-chloro-5-fluoro-2,7-naphthyridin-1-yl]-3,8-diazabicyclo[3.2.1]octane-8-carboxylate [Si](C)(C)(C(C)(C)C)OCC1(COC1)C=1N=C(C2=CN=C(C(=C2C1)F)Cl)N1CC2CCC(C1)N2C(=O)OC(C)(C)C